Cl.COC=1C(=CC2=C(CCN(CC2)C)N1)N 2-Methoxy-7-methyl-6,7,8,9-tetrahydro-5H-pyrido[2,3-d]azepin-3-amine, hydrochloride Salt